CC1(OC=2C=C(C=C(C2[C@H]2[C@H]1CC=C(C2)C)O)C(C)(C)C2=C(C=CC=C2)C)C (6Ar,10aR)-6,6,9-trimethyl-3-[2-(2-methylphenyl)propan-2-yl]-6a,7,10,10a-tetrahydrobenzo[c]chromen-1-ol